5-(2-tert-butoxy-3-pyridinyl)-1-isopropyl-N-[(3R)-tetrahydrofuran-3-yl]pyrazolo[4,3-b]pyridin-7-amine C(C)(C)(C)OC1=NC=CC=C1C1=CC(=C2C(=N1)C=NN2C(C)C)N[C@H]2COCC2